1,1'-(3,3',5,5'-tetraethyl[1,1'-biphenyl]-4,4'-diyl)bis{4-amino-3-[(E)-diazenyl]naphthalene-1-sulfonic acid} C(C)C=1C=C(C=C(C1C1(CC(=C(C2=CC=CC=C12)N)\N=N\[H])S(=O)(=O)O)CC)C1=CC(=C(C(=C1)CC)C1(CC(=C(C2=CC=CC=C12)N)\N=N\[H])S(=O)(=O)O)CC